COP(=O)(OC)Br.N(=NC(=O)O)C(=O)O AzoCarboxylate dimethyl-bromophosphate